2-[(2-chloro-3-fluoro-benzoyl)amino]-4-[2-(1-hydroxycyclopropyl)ethyl-[4-(5,6,7,8-tetrahydro-1,8-naphthyridin-2-yl)butyl]amino]butanoic acid ClC1=C(C(=O)NC(C(=O)O)CCN(CCCCC2=NC=3NCCCC3C=C2)CCC2(CC2)O)C=CC=C1F